FC(CNC(OC(C)(C)C)=O)(CCC=O)F tert-butyl (2,2-difluoro-5-oxopentyl)carbamate